lithium dihydrate phosphate P(=O)([O-])([O-])[O-].O.O.[Li+].[Li+].[Li+]